N[C@@H](CCCCN)C(=O)N[C@H](CC1=CC=CC=C1)C(=O)N[C@@H](CC1=CC=C(C=C1)O)C(=O)O L-lysyl-D-phenylalanyl-L-tyrosine